The molecule is an aryl phosphate resulting from the formal condensation of phosphoric acid with 1 mol eq. of 1-naphthol. It is a substrate for phosphatase. C1=CC=C2C(=C1)C=CC=C2OP(=O)(O)O